N-{(2S,3R,4S)-4-fluoro-1-[(2R)-oxolane-2-carbonyl]-2-[(2,2',3'-trifluoro[1,1'-biphenyl]-3-yl)methyl]pyrrolidin-3-yl}-ethanesulfonamide F[C@@H]1[C@@H]([C@@H](N(C1)C(=O)[C@@H]1OCCC1)CC=1C(=C(C=CC1)C1=C(C(=CC=C1)F)F)F)NS(=O)(=O)CC